(trans)-4-((4'-((S,E)-4-hydroxy-3-(2-((S)-1-hydroxyethyl)-1H-imidazol-1-yl)but-1-en-1-yl)-[1,1'-biphenyl]-4-yl)oxy)tetrahydrofuran-3-ol OC[C@H](/C=C/C1=CC=C(C=C1)C1=CC=C(C=C1)O[C@H]1[C@@H](COC1)O)N1C(=NC=C1)[C@H](C)O